benzyl-(S)-2-((S)-2-cinnamamido-3-cyclohexylpropionamido)-3-((S)-2-oxopyrrolidin-3-yl)propane C(C1=CC=CC=C1)C[C@@H](C[C@H]1C(NCC1)=O)NC([C@H](CC1CCCCC1)NC(C=CC1=CC=CC=C1)=O)=O